ClC1=C(C=C(C=C1)NC(NC=1C(=C(C(=O)NC=2C=C3C(=NC2)NN=C3)C(=CC1)F)F)=O)C(F)(F)F 3-(3-(4-chloro-3-(trifluoromethyl)phenyl)ureido)-2,6-difluoro-N-(1H-pyrazolo[3,4-b]pyridin-5-yl)benzamide